C1(=CC=CC=C1)N(C1=CC=C(C=C1)C1=CC=C(N(C2=CC=C(C=C2)N(C2=CC=CC=C2)C2=CC=CC=C2)C2=CC=CC=C2)C=C1)C1=CC=C(C=C1)N(C1=CC=CC=C1)C1=CC=CC=C1 N,N'-diphenyl-N,N'-di-[4-(N,N-diphenylamino)phenyl]benzidine